ClC=1C=C2C3=C(NC2=CC1)[C@@H](N(CC3)C3=NC(=NC(=N3)OC)OC)C[C@H]3COCCC3 (1S)-6-chloro-2-(4,6-dimethoxy-1,3,5-triazin-2-yl)-1-{[(3S)-oxan-3-yl]methyl}-2,3,4,9-tetrahydro-1H-pyrido[3,4-b]indole